N,N,N-Trimethyl-2-[(1-oxo-2-propen-1-yl)amino]propanaminium sulfate S(=O)(=O)([O-])[O-].C[N+](CC(C)NC(C=C)=O)(C)C.C[N+](CC(C)NC(C=C)=O)(C)C